OCCCCCCCCC oxadecan